COC1=C(C(=CC=C1)OC)C=1C=2N(C=CC1C)C=CN2 8-(2,6-Dimethoxyphenyl)-7-methylimidazo[1,2-a]pyridine